2,N3-bis(4-chlorophenyl)-6-nitroquinoxaline-2,3-diamine ClC1=CC=C(C=C1)C1(NC2=CC=C(C=C2N=C1NC1=CC=C(C=C1)Cl)[N+](=O)[O-])N